6-oxo-1H-pyridazine-3-carbonyl chloride O=C1C=CC(=NN1)C(=O)Cl